CC1(OCCC2=C1NN=C2C(=O)OCC)C ethyl 7,7-dimethyl-1,4,5,7-tetrahydropyrano[3,4-c]pyrazole-3-carboxylate